C(C)(C)(C)NS(=O)(=O)C1=CC=CC(=C1)N(S(=O)(=O)C)C N-tert-butyl-5-[methyl(methylsulfonyl)amino]benzenesulfonamide